(S)-1-(1-(4-(Benzo[d]thiazol-7-yl)phenyl)ethyl)-3-(2-ethynylthiazol-4-yl)urea S1C=NC2=C1C(=CC=C2)C2=CC=C(C=C2)[C@H](C)NC(=O)NC=2N=C(SC2)C#C